CC(C=CC1=C(CCCC1(C)C)C)=CCBr 3-methyl-5-bromo-1-(2,6,6-trimethyl-1-cyclohexen-1-yl)-1,3-pentadiene